COC1=NC(=CC=C1)C#CC 2-methoxy-6-(prop-1-yn-1-yl)pyridine